C1(CCC1)C(CCSCCCC(=O)O)=O.FC1=CC=C(C=C1)S(=O)(=O)NCCCC(=O)NN 4-fluoro-N-[3-(hydrazinocarbonyl)propyl]benzene-1-sulfonamide 4-((3-cyclobutyl-3-oxopropyl)thio)butanoate